[I-].C(C)OC(=O)C=1C(=C(C=CC1)P(C1=CC=CC=C1)C1=CC=CC=C1)CC ethoxyformylethyl-triphenyl-phosphine iodide